1-(4-Hydroxyphenyl)-3-[3-(trifluoromethyl)phenyl]prop-2-en-1-one OC1=CC=C(C=C1)C(C=CC1=CC(=CC=C1)C(F)(F)F)=O